C(C1=CC=CC=C1)N(C1(COC1)CNC(OC(C)(C)C)=O)CC1=CC=CC=C1 tert-butyl {[3-(dibenzylamino)oxetan-3-yl]methyl}carbamate